3,5-diaminopyrazole-1-carboxamide NC1=NN(C(=C1)N)C(=O)N